2-(2-(4-(((3R,3aR,6R,6aR)-6-methoxyhexahydrofuro[3,2-b]furan-3-yl)oxy)phenyl)-6-oxo-5-(2-phenylthiazole-5-carboxamido)pyrimidin-1(6H)-yl)acetic acid CO[C@@H]1CO[C@H]2[C@@H]1OC[C@H]2OC2=CC=C(C=C2)C=2N(C(C(=CN2)NC(=O)C2=CN=C(S2)C2=CC=CC=C2)=O)CC(=O)O